(S)-1-(3-fluoro-4-nitrobenzyl)piperidine-3-carboxylic acid ethyl ester C(C)OC(=O)[C@@H]1CN(CCC1)CC1=CC(=C(C=C1)[N+](=O)[O-])F